CC(CCC(C(C(C(=O)[O-])(CCC(C(C)(C)C)C)CCC(C(C)(C)C)C)(O)C(=O)[O-])C(=O)[O-])C(C)(C)C tri(3,4,4-trimethyl-1-pentyl)citrate